ClC1=C2N=CNC2=NC(=N1)CC#C 6-chloro-(prop-2-yn-1-yl)-9H-purine